6-chloro-3-(((tetrahydro-2H-pyran-2-yl)oxy)methyl)isoquinoline ClC=1C=C2C=C(N=CC2=CC1)COC1OCCCC1